2-(6-bromo-2-pyridyl)-7-chloro-5-(trifluoromethyl)-2,3-dihydro-1-benzofuran BrC1=CC=CC(=N1)C1OC2=C(C1)C=C(C=C2Cl)C(F)(F)F